tert-butyl 4-(2-(3,6-dihydro-2H-pyran-4-yl)-4-(2-ethoxy-2-oxoethyl)-5-ethyl-7-oxo-4,7-dihydro-[1,2,4]triazolo[1,5-a]pyrimidin-6-yl)piperazine-1-carboxylate O1CCC(=CC1)C1=NN2C(N(C(=C(C2=O)N2CCN(CC2)C(=O)OC(C)(C)C)CC)CC(=O)OCC)=N1